C(#N)C1=C2CC(CC2=CC=C1OCC(=O)NC)CNCCC1CN(C(O1)=O)C=1C=CC=2OCC(NC2N1)=O 2-[[4-cyano-2-[[2-[2-oxo-3-(3-oxo-4H-pyrido[3,2-b][1,4]oxazin-6-yl)-1,3-oxazolidin-5-yl]ethylamino]methyl]-2,3-dihydro-1H-inden-5-yl]oxy]-N-methylacetamide